{3-[3-amino-4-(7H-pyrrolo[2,3-d]pyrimidin-4-yl)-1H-pyrazol-1-yl]-1-(isopropylsulfonyl)azetidin-3-yl}acetonitrile hydrochloride Cl.NC1=NN(C=C1C=1C2=C(N=CN1)NC=C2)C2(CN(C2)S(=O)(=O)C(C)C)CC#N